1-((2-butyloctyl) oxy)-1-oxoeicosen-10-yl-1-methylpiperidin-4-carboxylate C(CCC)C(COC(C=CCCCCCCC(CCCCCCCCCC)OC(=O)C1CCN(CC1)C)=O)CCCCCC